OC1=C(C=CC(=C1)OCC(=C)C)C(C=CC1=CC=CC=C1)=O 1-[2-Hydroxy-4-(2-methylprop-2-enoxy)phenyl]-3-phenylprop-2-en-1-one